N1N=CC=C1C(C)N 1-(1H-pyrazol-5-yl)ethan-1-amine